NC[C@@H]1[C@@H]([C@@H]([C@H](C(O)O1)O)O)O 6-amino-6-deoxy-D-galactopyranose